C(C)OC(CS(=O)(=O)CC(CCCC(C(=O)O)(CO)C1=CC(=CC=C1)CCC(=O)OCC)(C)C)=O 7-((2-ethoxy-2-oxoethyl)sulfonyl)-2-(3-(3-ethoxy-3-oxopropyl)phenyl)-2-(hydroxymethyl)-6,6-dimethylheptanoic acid